5-chloro-5-oxazol-4-ylpyrimidin ClC1(CN=CN=C1)C=1N=COC1